NC[C@H]1CN(CC1)C(=O)N1[C@H](C2=CC=CC=C2CC1)C1=CC=C(C=C1)F ((S)-3-(aminomethyl)pyrrolidin-1-yl)((S)-1-(4-fluorophenyl)-3,4-dihydroisoquinolin-2(1H)-yl)methanone